4-(2,6-dichlorophenyl)-2-(1-naphthylmethyl)imidazole ClC1=C(C(=CC=C1)Cl)C=1N=C(NC1)CC1=CC=CC2=CC=CC=C12